ClC=1C=C(C=CC1F)NC1=NC=NC2=CC(=CC(=C12)O[C@@H](C)C1=NC=CC=N1)C=1C=NNC1 (S)-N-(3-chloro-4-fluorophenyl)-7-(1H-pyrazol-4-yl)-5-(1-(pyrimidin-2-yl)ethoxy)-quinazolin-4-amine